1-(5-bromothiophen-2-yl)-2,2,2-trifluoroethan-1-one BrC1=CC=C(S1)C(C(F)(F)F)=O